S(=O)(=O)(C(F)(F)F)[N-]S(=O)(=O)C(F)(F)F bis(triflyl)amide